N-(4-trifluoromethyl-nicotinyl)glycine FC(C1=CC=NC=C1CNCC(=O)O)(F)F